O[C@]1(C[C@H]2CC[C@H]3[C@@H]4CCC[C@H]([C@H]4CC[C@@H]3[C@H]2CC1)C(C)=O)C 1-((1R,4aS,4bR,6aR,8R,10aS,10bR,12aS)-8-hydroxy-8-methyloctadecahydrochrysen-1-yl)-ethanone